N1(CCC1)C1=C(C=NC2=C(C=CC=C12)C1=C(C(=CC(=C1)F)F)F)C(=O)NN1CCOC2=C1C=CC=C2 4-(azetidin-1-yl)-N-(2,3-dihydro-1,4-benzoxazin-4-yl)-8-(2,3,5-trifluoro-phenyl)quinoline-3-carboxamide